C(CC)P(C1=C(SC(=C1P(CCC)CCC)C1=CC=CC=C1)C1=CC=CC=C1)CCC 3,4-bis(di-n-propylphosphino)-2,5-diphenylthiophene